[(2S)-1-[6-[3-(6-methyl-2-pyridyl)-1H-pyrazol-4-yl]-1,5-naphthyridin-3-yl]pyrrolidin-2-yl]methanol CC1=CC=CC(=N1)C1=NNC=C1C=1N=C2C=C(C=NC2=CC1)N1[C@@H](CCC1)CO